montanyl margarate C(CCCCCCCCCCCCCCCC)(=O)OCCCCCCCCCCCCCCCCCCCCCCCCCCCC